methyl 3-[1-[6-methyl-2-(2-methylindazol-5-yl)-4-oxo-chromen-8-yl]ethylamino]pyridine-4-carboxylate CC=1C=C2C(C=C(OC2=C(C1)C(C)NC=1C=NC=CC1C(=O)OC)C1=CC2=CN(N=C2C=C1)C)=O